COC=1C=C(CN(C2=CC(=CC=C2)CN2CCCCC2)CC2=CC(=CC=C2)N2CCCC2)C=CC1 N-(3-methoxybenzyl)-3-(piperidin-1-ylmethyl)-N-(3-(pyrrolidin-1-yl)benzyl)aniline